C1(CCC1)OC=1C=C2C(=NNC(C2=CC1)=O)CC1=CC2=C(C(=NO2)N2CCNCC2)C=C1 6-cyclobutoxy-4-((3-(piperazin-1-yl)benzo[d]isoxazol-6-yl)methyl)phthalazin-1(2H)-one